2-(1-methylimidazol-2-yl)pyridine CN1C(=NC=C1)C1=NC=CC=C1